BrC=1C=C2C=CC(=CC2=CC1)C1=C(C(=O)N)C=CC(=C1)C1=NOC(=N1)C(F)(F)F (6-bromonaphthalen-2-yl)-4-(5-(trifluoromethyl)-1,2,4-oxadiazol-3-yl)benzamide